(S)-N-(7-(6-(1-hydroxybutyl-1-d)-4-methylpyridin-3-yl)-2,6-naphthyridin-3-yl)acetamide O[C@](CCC)([2H])C1=CC(=C(C=N1)C1=NC=C2C=C(N=CC2=C1)NC(C)=O)C